C1(CCC1)NC=1SC2=C(N1)C=CC=C2C=2C=C(C=CC2)C2=CC=C(O2)P(O)(O)=O (5-(3-(2-(cyclobutylamino)benzo[d]thiazol-7-yl)phenyl)furan-2-yl)phosphonic acid